C(C)(=O)N1CC=2N(CC1)C(=NC2C=2C=CC=C1C=C(N=CC21)C=2C=CC(=NC2)C(=O)NCCN2N=CC(=C2)C2=C1CN(C(C1=CC=C2)=O)C2C(NC(CC2)=O)=O)CC 5-(8-(7-Acetyl-3-ethyl-5,6,7,8-tetrahydroimidazo[1,5-a]pyrazin-1-yl)isoquinolin-3-yl)-N-(2-(4-(2-(2,6-dioxopiperidin-3-yl)-1-oxoisoindolin-4-yl)-1H-pyrazol-1-yl)ethyl)picolinamide